(2S)-N-(1-(2-chlorophenyl)-2-(3,3-difluorocyclobutylamino)-2-oxoethyl)-N-(3-fluorophenyl)-5-oxopyrrolidine-2-carboxamide ClC1=C(C=CC=C1)C(C(=O)NC1CC(C1)(F)F)N(C(=O)[C@H]1NC(CC1)=O)C1=CC(=CC=C1)F